1-(6-(4-isopropyl-4H-1,2,4-triazol-3-yl)pyridin-2-yl)-3-(5-(1-methyl-1H-pyrazol-3-yl)pyridin-2-yl)urea C(C)(C)N1C(=NN=C1)C1=CC=CC(=N1)NC(=O)NC1=NC=C(C=C1)C1=NN(C=C1)C